[Cl-].O=C([C@H](C)[NH3+])OCC1CCC(CC1)C(F)(F)F (S)-1-oxo-1-(((1r,4S)-4-(trifluoromethyl)cyclohexyl)methoxy)propan-2-aminium chloride